C1(=CC=CC=C1)C#CC1=CC=C(C=C1)[C@@H]([C@@H](C(=O)[O-])NC(C(F)(F)F)=O)C=C.C1(=CC=CC=C1)[C@@H](C)[NH3+] (R)-1-phenylethan-1-aminium (2S,3S)-3-(4-(phenylethynyl)phenyl)-2-(2,2,2-trifluoroacetamido)pent-4-enoate